FC1=CC=C(C=N1)C#CC(=O)OCC ethyl 3-(6-fluoropyridin-3-yl)propiolate